2-(4-(1-(1-propenylpiperidin-3-yl)-5-aminoimidazo[1,5-c]pyrimidin-3-yl)-2-fluorophenoxy)isonicotinic acid C(=CC)N1CC(CCC1)C=1N=C(N2C(=NC=CC21)N)C2=CC(=C(OC=1C=C(C(=O)O)C=CN1)C=C2)F